tributoxybenzoic acid trifluoro-methyl ester FC(F)(F)OC(C1=C(C(=C(C=C1)OCCCC)OCCCC)OCCCC)=O